BrCC1(CCC2=CC=CC=C12)CBr 1,1-Bis(bromomethyl)-2,3-dihydro-1H-indene